C(C)(C)(C)OC(=O)N[C@@H](C(=O)OC)CC=O methyl (R)-2-((tert-butoxycarbonyl) amino)-4-oxobutanoate